[Ru+2].CC1=C(C(=CC(=C1)C)C)N1C(N(CC1)C1=C(C=C(C=C1C)C)C)=C1C(C(C(CC1)(P(C1CCCCC1)C1CCCCC1)Cl)=C1C(=CC2=CC=CC=C12)C1=CC=CC=C1)Cl [1,3-bis-(2,4,6-trimethylphenyl)-2-imidazolidinylidene]dichloro(phenylindenylidene)(tricyclohexylphosphine) ruthenium (II)